C(C)(C)(C)OC(NC1(CCCC1)C1=NN(C=C1)C(F)F)=O (1-(1-(difluoromethyl)-1H-pyrazol-3-yl)cyclopentyl)carbamic acid tert-butyl ester